N,N-Dimethyl-2-(4-{5-[(7S)-7-{3-oxa-6-azabicyclo[3.1.1]heptan-6-yl}-6,7,8,9-tetrahydro-5H-benzo[7]annulen-2-yl]-1H-pyrrolo[2,3-b]pyridin-3-yl}phenyl)pyridine-3-carboxamide CN(C(=O)C=1C(=NC=CC1)C1=CC=C(C=C1)C1=CNC2=NC=C(C=C21)C=2C=CC1=C(CC[C@H](CC1)N1C3COCC1C3)C2)C